2-[1-(benzenesulfonyl)-2-methyl-1H-pyrrolo[2,3-b]pyridin-3-yl]-N-tert-butylpyrido[3,4-d]pyrimidin-4-amine C1(=CC=CC=C1)S(=O)(=O)N1C(=C(C=2C1=NC=CC2)C=2N=C(C1=C(N2)C=NC=C1)NC(C)(C)C)C